C1(CC1)C=1C=C(N=NC1C1=C(C=C(C=C1)C=O)OCOCC)NC(CN(C(OC(C)(C)C)=O)C)=O tert-butyl (2-((5-cyclopropyl-6-(2-(ethoxymethoxy)-4-formylphenyl)pyridazin-3-yl)amino)-2-oxoethyl)(methyl)carbamate